N-(4-cyano-2-fluorophenyl)-5-vinyl-1H-pyrrole-3-sulfonamide C(#N)C1=CC(=C(C=C1)NS(=O)(=O)C1=CNC(=C1)C=C)F